C(CC/C=C\C/C=C\C/C=C\C/C=C\CCCC(=O)O)CCO 20-hydroxyeicosatetraenoic acid